N1(N=CC=C1)C(C#N)C 1H-pyrazol-1-ylpropanenitrile